(2S,11aR)-7-fluoro-2-hydroxy-8-methyl-6-(pyrrolidin-1-yl)-2,3,11,11a-tetrahydro-1H,5H-benzo[f]pyrrolo[2,1-c][1,4]oxazepine-5-one FC=1C(=CC2=C(C(N3[C@@H](CO2)C[C@@H](C3)O)=O)C1N1CCCC1)C